COC1CCC(CC1)NC(C(=O)N)=CC (((1r,4r)-4-methoxycyclohexyl)amino)but-2-enamide